(R)-1-(3-((4-(6-(5-(2-(2,5-difluorophenyl)pyrrolidin-1-yl)pyrazolo[1,5-a]pyrimidin-3-yl)pyridin-2-yl)piperazin-1-yl)methyl)phenyl)dihydropyrimidine-2,4(1H,3H)-dione FC1=C(C=C(C=C1)F)[C@@H]1N(CCC1)C1=NC=2N(C=C1)N=CC2C2=CC=CC(=N2)N2CCN(CC2)CC=2C=C(C=CC2)N2C(NC(CC2)=O)=O